7-{4-[4-(6-Fluoro-benzo[d]isoxazol-3-yl)-piperidin-1-yl]-butyl}-6,8-dioxo-octahydro-pyrazino[1,2-c]pyrimidine-2-carboxylic acid benzyl ester C(C1=CC=CC=C1)OC(=O)N1CC2N(C(N(C(C2)=O)CCCCN2CCC(CC2)C2=NOC3=C2C=CC(=C3)F)=O)CC1